(1R,2S,5S)-6,6-dimethyl-3-azabicyclo[3.1.0]hexane-2-carboxylate CC1([C@H]2CN[C@@H]([C@@H]12)C(=O)[O-])C